15-Nonacosenoic acid C(CCCCCCCCCCCCCC=CCCCCCCCCCCCCC)(=O)O